O=C1NC(CCC1N1C(N(C2=C1C=CC=C2CCCOC[C@H]2CN(CCO2)C(=O)OC(C)(C)C)C)=O)=O tert-butyl (2R)-2-[3-[1-(2,6-dioxo-3-piperidyl)-3-methyl-2-oxo-benzimidazol-4-yl]propoxymethyl]morpholine-4-carboxylate